1-palmitoyl-2-arachidonoyl-sn-glycerol C(CCCCCCCCCCCCCCC)(=O)OC[C@@H](OC(CCC\C=C/C\C=C/C\C=C/C\C=C/CCCCC)=O)CO